3-(4-(4-((5-cyclopropyl-3-(2-(trifluoromethoxy)phenyl)isoxazol-4-yl)methoxy)-3,3-difluoropiperidin-1-yl)phenyl)-1,2,4-oxadiazol-5(4H)-one C1(CC1)C1=C(C(=NO1)C1=C(C=CC=C1)OC(F)(F)F)COC1C(CN(CC1)C1=CC=C(C=C1)C1=NOC(N1)=O)(F)F